C(C1=CC=CC=C1)(=O)NN=CC1=CC=NC=C1 4-Pyridinecarboxaldehyde benzoyl hydrazone